BrC1=C(C=C(C(=C1)Br)OC)S(=O)(=O)N 2,4-dibromo-5-methoxybenzenesulfonamide